C(C)(C)(C)N1CCN(CC1)CC1=CC(=C(C=C1)B1OC(C(O1)(C)C)(C)C)F 1-(tert-butyl)-4-(3-fluoro-4-(4,4,5,5-tetramethyl-1,3,2-dioxaborolan-2-yl)benzyl)piperazine